(R)-1-(5-(4-amino-3-(4-phenoxyphenyl)-1H-pyrazolo[3,4-D]pyrimidin-1-yl)-3,3-difluoropiperidin-1-yl)prop-2-en-1-one NC1=C2C(=NC=N1)N(N=C2C2=CC=C(C=C2)OC2=CC=CC=C2)[C@@H]2CC(CN(C2)C(C=C)=O)(F)F